3-amino-1-((1s,2r)-2-fluorocyclopropyl)pyridin-2(1H)-one hydrochloride Cl.NC=1C(N(C=CC1)[C@@H]1[C@@H](C1)F)=O